6-(2-chlorophenyl)-2-{[4-(4-methylpiperazin-1-yl)phenyl]amino}-8-phenylpyrido[2,3-d]pyrimidin-5(8H)-one ClC1=C(C=CC=C1)C=1C(C2=C(N=C(N=C2)NC2=CC=C(C=C2)N2CCN(CC2)C)N(C1)C1=CC=CC=C1)=O